ClC1=NC=C2N=C(N(C2=N1)C1CCSCC1)N 2-chloro-9-(tetrahydro-2H-thiopyran-4-yl)-9H-purin-8-amine